CNC(=O)C1=CC=C2CCC3(C2=C1)CC3 (1R,2R)-6'-(methylcarbamoyl)-2',3'-dihydrospiro[cyclopropane-1,1'-indene]